CC=1C(=CC=C2C=NNC12)N 7-methyl-1H-indazol-6-amine